N-(2,6-dioxopiperidin-3-yl)-2-methylbenzo[d]oxazole-4-carboxamide O=C1NC(CCC1NC(=O)C=1C=CC=C2C1N=C(O2)C)=O